thiazoxin S1NOCC=C1